2-butyl-N-methyl-N-phenyl-1,2,3,4-tetrahydroisoquinolin-7-amine hydrochloride Cl.C(CCC)N1CC2=CC(=CC=C2CC1)N(C1=CC=CC=C1)C